C1C=2C=C(C=CC21)C=2C(=CC(=C1C(C=C(OC21)C2=CC=C(C=C2)OCC2=CC=CC=C2)=O)OC)OC 8-(3,4-methylenephenyl)-2-(4-(benzyloxy)phenyl)-5,7-dimethoxy-4H-chromen-4-one